((2S,5R)-5-((5-cyclopropyl-2-((1-methyl-1H-pyrazol-4-yl)amino)-7H-pyrrolo[2,3-d]pyrimidin-4-yl)amino)-2-methylpiperidin-1-yl)prop-2-en-1-one C1(CC1)C1=CNC=2N=C(N=C(C21)N[C@@H]2CC[C@@H](N(C2)C(C=C)=O)C)NC=2C=NN(C2)C